ClC=1C(=CC=C2N=CC(=NC12)C=1C=NN(C1)C1C(CC1)=O)OC=1C=CC2=C(NC(=N2)C)C1F (4-(8-chloro-7-((7-fluoro-2-methyl-1H-benzo[d]imidazol-6-yl)oxy)quinoxalin-2-yl)-1H-pyrazol-1-yl)cyclobutanone